O=C1CN(CC1)C1=NC=CC(=N1)NC(N)=O 3-(2-(3-oxopyrrolidin-1-yl)pyrimidin-4-yl)urea